4,7-dichloro-3-hydroxy-3-(2-oxo-2-(pyridin-2-yl)ethyl)indolin-2-one ClC1=C2C(C(NC2=C(C=C1)Cl)=O)(CC(C1=NC=CC=C1)=O)O